[Br-].C1(=C(C=CC=C1)NC(=O)OCCC1[N+](CCC1)(C)CC(=O)OCC)C1=CC=CC=C1 2-(2-(([1,1'-biphenyl]-2-ylcarbamoyl)oxy)ethyl)-1-(2-ethoxy-2-oxoethyl)-1-methylpyrrolidin-1-ium bromide